The molecule is an amino disaccharide that is 2-acetamido-2-deoxy-D-galactopyranose in which the hydroxy group at position 6 has been converted into the corresponding beta-L-galactopyranoside. It is an amino disaccharide, a member of acetamides and a beta-L-galactoside. It derives from a N-acetyl-D-galactosamine. CC(=O)N[C@@H]1[C@H]([C@H]([C@H](OC1O)CO[C@@H]2[C@H]([C@@H]([C@@H]([C@@H](O2)CO)O)O)O)O)O